C1(CC1)C1=NNC(=N1)C1CC2(CN(C2)C(=O)N2CC3(C2)CC(C3)CC=3C=NC=2N(C3)N=C(C2)C(F)(F)F)C1 [6-(3-cyclopropyl-1H-1,2,4-triazol-5-yl)-2-azaspiro[3.3]heptan-2-yl]-[6-[[2-(trifluoromethyl)pyrazolo[1,5-a]pyrimidin-6-yl]methyl]-2-azaspiro[3.3]heptan-2-yl]methanone